phosphoric acid 4-pentenyl ester C(CCC=C)OP(O)(O)=O